ClC1=C2CCC3(CCC=4C(=NC(=NC4C3)OC[C@H]3NCCC3)N3CCNCC3)C2=CC=C1 4-Chloro-4'-(piperazin-1-yl)-2'-(((S)-pyrrolidin-2-yl)methoxy)-2,3,5',8'-tetrahydro-6'H-spiro[indene-1,7'-quinazoline]